ClC1=C(C=CC(=N1)OC1=CC=C2C(CCOC2=C1)NC(C=C)=O)C(F)(F)F N-(7-[{6-chloro-5-(trifluoromethyl)pyridin-2-yl}oxy]chroman-4-yl)acrylamide